C1(=CC=CC=C1)C(=[NH+][O-])CCCC α-phenyl-butyl-nitrone